N1=C(C=CC=C1)C=1C=NC=C(C1)[C@H](C)NC=1C=C(C(=O)O)C=CC1C 3-{[(1S)-1-([2,3'-bipyridyl]-5'-yl)ethyl]amino}-4-methylbenzoic acid